C[C@@H]1N(CCN(C1)C1=NC(=CC=C1)OCC1=CC=C2C=NN(C2=C1)C)CC1=NC2=C(N1C[C@H]1OCC1)C=C(C=C2)C(=O)[O-] 2-(((S)-2-methyl-4-(6-((1-methyl-1H-indazol-6-yl)methoxy)pyridin-2-yl) Piperazin-1-yl)methyl)-1-((S)-oxetan-2-ylmethyl)-benzo[d]imidazole-6-carboxylate